3-(3,5-Dimethoxyphenyl)-6-methoxy-4-benzofurancarboxylic acid-2-methylphenyl ester CC1=C(C=CC=C1)OC(=O)C=1C=C(C=C2C1C(=CO2)C2=CC(=CC(=C2)OC)OC)OC